[Pd+2].ClC1=C(C(=C(C=C1)C1=C(C=CC=C1OC(C)C)OC(C)C)P(C1CCCCC1)C1CCCCC1)CC=CC chloro(crotyl)(2-dicyclohexylphosphino-2',6'-diisopropyloxy-1,1'-biphenyl) palladium (II)